CC(=CCCC(C)C1CC=C(CC1)C)C 6-Methyl-2-(4-methyl-3-cyclohexen-1-yl)-5-hepten